1,3-bis(2,6-di-4-heptylphenyl)imidazol CCCC(CCC)C1=C(C(=CC=C1)C(CCC)CCC)N1CN(C=C1)C1=C(C=CC=C1C(CCC)CCC)C(CCC)CCC